(1R,3S,5R)-2-(2-(4-amino-8-methyl-6-(trifluoromethyl)-9H-pyrimido[4,5-b]indol-9-yl)acetyl)-N-(6-(trifluoromethyl)pyridin-2-yl)-2-azabicyclo[3.1.0]hexane-3-carboxamide NC1=NC=NC=2N(C3=C(C=C(C=C3C21)C(F)(F)F)C)CC(=O)N2[C@@H]1C[C@@H]1C[C@H]2C(=O)NC2=NC(=CC=C2)C(F)(F)F